1-[4-benzyloxy-2-[2-(3,4-difluoro-2-methyl-phenoxy)-4-methyl-5-(trifluoromethyl)-3-pyridyl]-1,6-naphthyridin-5-yl]pyrrolidin-2-one C(C1=CC=CC=C1)OC1=CC(=NC2=CC=NC(=C12)N1C(CCC1)=O)C=1C(=NC=C(C1C)C(F)(F)F)OC1=C(C(=C(C=C1)F)F)C